cis-3-pentadecene-1,1-dicarboxylic acid C(C\C=C/CCCCCCCCCCC)(C(=O)O)C(=O)O